6-[3-chloro-4-(2,2-difluoro-3-hydroxypropoxy)-5-fluorophenyl]-5-methyl-4,5-dihydro-2H-pyridazine ClC=1C=C(C=C(C1OCC(CO)(F)F)F)C=1C(CCNN1)C